CC1([C@H]2CN([C@@H]([C@@H]12)C(=O)N[C@@H](C[C@H]1C(NCC1)=O)C(COC(F)(F)F)=O)C([C@@H](CC)OC(F)(F)F)=O)C (1R,2S,5S)-6,6-dimethyl-N-((S)-3-oxo-1-((S)-2-oxopyrrolidin-3-yl)-4-(trifluoromethoxy)butan-2-yl)-3-((R)-2-(trifluoromethoxy)butanoyl)-3-azabicyclo[3.1.0]-hexane-2-carboxamide